titanium oxide bis(laurate) C(CCCCCCCCCCC)(=O)[O-].C(CCCCCCCCCCC)(=O)[O-].[O-2].[Ti+4]